3-(trifluoromethyl)-N-(1-(2-(2-(trifluoromethyl)pyridin-4-yl)thiazol-5-yl)ethyl)-benzamide FC(C=1C=C(C(=O)NC(C)C2=CN=C(S2)C2=CC(=NC=C2)C(F)(F)F)C=CC1)(F)F